(3-(7-chloro-4-(dimethylamino)-2-oxoquinazolin-1(2H)-yl)-2-fluorophenyl)-1-methyl-1H-pyrazole-3-carboxamide ClC1=CC=C2C(=NC(N(C2=C1)C=1C(=C(C=CC1)C=1C(=NN(C1)C)C(=O)N)F)=O)N(C)C